BrB1C2CCCC1CCC2 9-bromo-9-borabicyclo-[3.3.1]nonane